C(C1=CC=CC=C1)N1C[C@H]2C([C@H]2C1)C(=O)NN (1r,5s)-3-benzyl-3-azabicyclo[3.1.0]hexane-6-carbohydrazide